4-(heptyloxy)dodecane-1-ol C(CCCCCC)OC(CCCO)CCCCCCCC